N-(6-(2,4-difluorophenyl)spiro[3.3]heptan-2-yl)-2-(2,6-dioxopiperidin-3-yl)-6-fluoro-1-oxoisoindoline-5-carboxamide FC1=C(C=CC(=C1)F)C1CC2(CC(C2)NC(=O)C=2C=C3CN(C(C3=CC2F)=O)C2C(NC(CC2)=O)=O)C1